C[C@H]1CN2C(O1)=C(C=N2)[S@](=O)(N)=NC(NC2=C1C(=CC=3CCCC23)CC1)=O (S,2S)-2-methyl-N'-((2,4,5,6-tetrahydro-1H-cyclobuta[f]inden-3-yl)carbamoyl)-2,3-dihydropyrazolo[5,1-b]oxazole-7-sulfonimidamide